Difurfuryl disulfide C(C1=CC=CO1)SSCC1=CC=CO1